C(C1=CC=CC=C1)N(C(=O)C=1N=CC2=CC=CC=C2C1)C1C2CN(CC1C2)S(=O)(=O)CCCC N-benzyl-N-(3-(butylsulfonyl)-3-azabicyclo[3.1.1]heptan-6-yl)isoquinoline-3-carboxamide